S1N=CC(=C1)CN[C@@H]1[C@H](CCCC1)O (1S,2S)-2-((isothiazol-4-ylmethyl)amino)cyclohexan-1-ol